N-(4-(chlorodifluoromethoxy)phenyl)-1,2-dimethyl-7-(pyrimidin-5-yl)-1H-benzo[d]imidazole-5-carboxamide ClC(OC1=CC=C(C=C1)NC(=O)C1=CC2=C(N(C(=N2)C)C)C(=C1)C=1C=NC=NC1)(F)F